CC(CC/C=C/C(C)=O)C (E)-7-methyl-3-octen-2-one